NC1=[N+](C=2C=CC=CC2C2=C1N=C(N2CC(C)(C)O)CNCC)[O-] 4-amino-2-((ethylamino)methyl)-1-(2-hydroxy-2-methylpropyl)-1H-imidazo[4,5-c]quinoline 5-oxide